Tert-butyl ((exo)-8-(4-cyano-3-(2,3-dichlorophenyl)-1H-pyrazolo[3,4-d]pyrimidin-6-yl)-8-azabicyclo[3.2.1]octan-3-yl)carbamate C(#N)C1=C2C(=NC(=N1)N1C3CC(CC1CC3)NC(OC(C)(C)C)=O)NN=C2C2=C(C(=CC=C2)Cl)Cl